C(C1=CC=CC=C1)N1C(=NC2=NC=C(C=C21)C=2C(=NOC2C)C)NCCOC 1-benzyl-6-(3,5-dimethylisoxazol-4-yl)-N-(2-methoxyethyl)-1H-imidazo[4,5-b]pyridin-2-amine